O[C@]([C@H](/C=C/[C@@H]([C@H](C=O)\C(\C)=C\C=C\[C@H](C)C1=NC=CC=C1)C)OC(=O)N1CC(N(CC1)C1CCCCCC1)C)(CC[C@@H](CC=O)O)C 4-cycloheptyl-3-methylpiperazine-1-carboxylic acid [(2s,3s,4e,6s,7s,10s)-7,10-dihydroxy-3,7-dimethyl-12-oxo-2-[(2e,4e,6s)-6-pyridin-2-yl-hept-2,4-dien-2-yl]-1-oxododec-4-en-6-yl] ester